FC=1C=C(C=CC1)N1N=C(C=C1)N 1-(3-fluorophenyl)-1H-pyrazol-3-amine